N1CC(OCC1)C1=CC=C(C=C1)[NH-] (4-morpholin-2-yl-phenyl)-amid